(S)-2-amino-3-(4-(5-(benzo[d][1,3]dioxol-5-yl)-1,2,4-oxadiazol-3-yl)phenyl)propanoic acid N[C@H](C(=O)O)CC1=CC=C(C=C1)C1=NOC(=N1)C1=CC2=C(OCO2)C=C1